O1CCN(CC1)C1=CC(=NC=C1)NC1=NC=NC2=CC(=CC=C12)F N-(4-morpholinopyridin-2-yl)-7-fluoroquinazolin-4-amine